F[C@@H]1CC2=CC=3CCCC3C(=C2C1)NC(=O)N=[S@](=O)(N)C=1C=NN2C1OC[C@H](C2)C (R,6S)-N'-(((R)-2-fluoro-1,2,3,5,6,7-hexahydro-s-indacen-4-yl)carbamoyl)-6-methyl-6,7-dihydro-5H-pyrazolo[5,1-b][1,3]oxazine-3-sulfonimidamide